2-((1-(2-(3-azabicyclo[3.1.0]hexan-3-yl)-6-(difluoromethyl)-3-methyl-4-oxo-3,4-dihydroquinazolin-8-yl)ethyl)amino)benzoic acid C12CN(CC2C1)C1=NC2=C(C=C(C=C2C(N1C)=O)C(F)F)C(C)NC1=C(C(=O)O)C=CC=C1